2-(3-bromophenyl)-4-(3-piperidinylamino)-thieno[2,3-d]pyridazine-7-carboxylic acid amide BrC=1C=C(C=CC1)C1=CC=2C(=C(N=NC2NC2CNCCC2)C(=O)N)S1